4-(7-Methoxyimidazo[1,2-a]pyridin-3-yl)-2-methylaniline COC1=CC=2N(C=C1)C(=CN2)C2=CC(=C(N)C=C2)C